BrC=1C(=CC=NC1)O 5-bromo-4-hydroxypyridine